1-phenyl-N-(2,3,6-trifluoro-4-((3-(2-(((3S,5R)-5-methyl-3-piperidyl)amino)pyrimidin-4-yl)-2-pyridyl)oxy)phenyl)methanesulfonamide C1(=CC=CC=C1)CS(=O)(=O)NC1=C(C(=C(C=C1F)OC1=NC=CC=C1C1=NC(=NC=C1)N[C@@H]1CNC[C@@H](C1)C)F)F